IC=1C=C(C[C@H](N)C(=O)O)C=C(C1OC1=CC=C(C=C1)O)I 3,5-DIIODO-L-THYRONINE